N-methyl-4,5-dioxo-1-phenyl-4,5-dihydroimidazo[1,2-a]quinoline-2-carboxamide CNC(=O)C=1N=C2N(C3=CC=CC=C3C(C2=O)=O)C1C1=CC=CC=C1